(R)-2-(5-chloro-6-cyclopropylpyridin-3-yl)-N-(1-(1-(2,2,2-trifluoroethyl)-1H-pyrazolo[3,4-c]pyridin-5-yl)ethyl)acetamide ClC=1C=C(C=NC1C1CC1)CC(=O)N[C@H](C)C=1C=C2C(=CN1)N(N=C2)CC(F)(F)F